NCCCCCCCCCCCCOC(C=C)=O acrylic acid-12-aminododecyl ester